2-[1-(4-fluoro-3-methylphenyl)-1H-pyrazol-4-yl]acetic acid FC1=C(C=C(C=C1)N1N=CC(=C1)CC(=O)O)C